C(\C=C\C(=O)O)(=O)O.CC1=C(C=CC=C1C)C1=C(C=C2C(=N1)C(=NN2)C=2C=CC(=NC2)N2C[C@H]1N(CC2)C[C@@H](C1)O)OC (7r,8as)-2-(5-(5-(2,3-dimethylphenyl)-6-methoxy-1H-pyrazolo[4,3-b]pyridin-3-yl)pyridin-2-yl)octahydropyrrolo[1,2-a]pyrazin-7-ol fumarate